COC([O-])C Methoxy-Ethoxid